4-[[3-[4-(difluoromethoxy)phenyl]imidazo[1,2-a]pyrazin-8-yl]amino]-N,N-bis(2-hydroxyethyl)-2-methylbenzamide FC(OC1=CC=C(C=C1)C1=CN=C2N1C=CN=C2NC2=CC(=C(C(=O)N(CCO)CCO)C=C2)C)F